[N+](=O)([O-])C1=CC=C(C=C1)N1[C@H]2CN[C@@H](C1)C2 (1R,4R)-2-(4-nitrophenyl)-2,5-diazabicyclo[2.2.1]heptane